C(C)(C)(C)OC(=O)N[C@H](C(=O)OC)CC=1C(=CC2=C(COC3=C2C=C2C(=C3)C(CC2)=O)C1)F Methyl (S)-2-((tert-butyloxycarbonyl)amino)-3-(2-fluoro-8-oxo-5,8,9,10-tetrahydrobenzo[c]cyclopenta[g]benzopyran-3-yl)propanoate